C(C#CC)N1CCC(CC1)N1N=NC(=C1C)C1=CC=2N(C(=C1)O[C@H](C)C1=NC=C(C=C1)F)C(=CN2)C#N 7-[1-(1-But-2-ynyl-4-piperidinyl)-5-methyl-triazol-4-yl]-5-[(1R)-1-(5-fluoro-2-pyridinyl)ethoxy]imidazo[1,2-a]pyridine-3-carbonitrile